C1NCC12CCN(CC2)CC2=NSC(=C2)C(F)(F)F 3-(2,7-diazaspiro[3.5]nonan-7-ylmethyl)-5-(trifluoromethyl)isothiazole